5-methylnonane CC(CCCC)CCCC